ClC=1C=CC(=C(C1)C1=CC(N(C=C1OC)[C@H](C(=O)NC1=CC(=C(C(=O)N)C=C1)F)CC1=CC=CC=C1)=O)N1N=NC(=C1)C(F)(F)F (S)-4-(2-(4-(5-chloro-2-(4-(trifluoromethyl)-1H-1,2,3-triazol-1-yl)phenyl)-5-methoxy-2-oxopyridin-1(2H)-yl)-3-phenylpropionamido)-2-fluorobenzamide